COC(=O)C(=O)CC=1C(NC(N([C@H]2[C@H](OC)[C@H](O)[C@@H](CO)O2)C1)=O)=O 5-methoxyCarbonylcarbonylmethyl-2'-O-methyl-uridine